4-methyl-2,4-dimethylbutyrate CC(CC(C(=O)[O-])C)C